tert-butyl (4-(((5-(trifluoromethyl)pyridin-2-yl)methyl)amino)butyl)carbamate FC(C=1C=CC(=NC1)CNCCCCNC(OC(C)(C)C)=O)(F)F